FC(C=1C=CC(=NC1)N[C@@H]1C[C@@H]2CN([C@H]1C2)C=O)(F)F ((1S,4S,6R)-6-((5-(trifluoromethyl)pyridin-2-yl)amino)-2-azabicyclo[2.2.1]hept-2-yl)methanone